ClC=1C=C2C(C(=CN(C2=CC1N1[C@H](C(CC1)(C)C)COC1=NC=CC=C1Cl)C=1C=NC(=CC1)N1CC(C1)N(C)C)C(=O)O)=O (R)-6-chloro-7-(2-(((3-chloropyridin-2-yl)oxy)methyl)-3,3-dimethyl-pyrrolidin-1-yl)-1-(6-(3-(dimethyl-amino)azetidin-1-yl)pyridin-3-yl)-4-oxo-1,4-dihydro-quinoline-3-carboxylic acid